C(CCCCCCC\C=C/C\C=C/CCCCC)(=O)OCC(COC(\C=C(\CCCCC)/CCCC)=O)COC(=O)OCC(CN(C)C)(C)C 3-(((E)-3-butyloct-2-enoyl)oxy)-2-((((3-(dimethylamino)-2,2-dimethylpropoxy)carbonyl)oxy)methyl)propyl (9Z,12Z)-octadeca-9,12-dienoate